Stearonitril C(CCCCCCCCCCCCCCCCC)#N